CC(/C(/O[Cu]O\C(\C(C)C)=C\1/C(CCCC1)=O)=C\1/C(CCCC1)=O)C Bis[(1Z)-2-methyl-1-(2-oxocyclohexylidene)propoxy]copper